CNS(=O)(=O)C1=CC(=C(C=C1)NC1=CC(=CC=C1)C(F)(F)F)C=1N=CN(C1)C N-methyl-3-(1-methyl-1H-imidazol-4-yl)-4-((3-(trifluoromethyl)phenyl)amino)benzenesulfonamide